1-(5-((4-(2-chlorophenyl)-5-cyanothiazol-2-yl)carbamoyl)pyridin-2-yl)piperidine-4-carboxylic acid ClC1=C(C=CC=C1)C=1N=C(SC1C#N)NC(=O)C=1C=CC(=NC1)N1CCC(CC1)C(=O)O